({[(propane-2-yloxy)carbonyl]oxy}methoxy)phosphonic acid CC(C)OC(=O)OCOP(O)(O)=O